1-[(1S,3R)-5-bromo-3-[[tert-butyl-(diphenyl)silyl]oxymethyl]-6-fluoro-1-methyl-3,4-dihydro-1H-isoquinolin-2-yl]-2-(2,6-dichlorophenyl)ethanone BrC1=C2C[C@@H](N([C@H](C2=CC=C1F)C)C(CC1=C(C=CC=C1Cl)Cl)=O)CO[Si](C1=CC=CC=C1)(C1=CC=CC=C1)C(C)(C)C